10-(1,1':3',1''-terphenyl-5'-yl)-anthracene-9-boronic acid C1(=CC=CC=C1)C1=CC(=CC(=C1)C1=C2C=CC=CC2=C(C2=CC=CC=C12)B(O)O)C1=CC=CC=C1